5-((1S)-1-(6-chloro-8-(1-hydroxyethyl)-4-methyl-1,1-dioxido-3,4-dihydro-2H-benzo[e][1,2,4]thiadiazin-2-yl)-2-(6-fluoro-2,3-dimethylphenyl)propyl)-1,3,4-oxadiazol-2(3H)-one ClC=1C=C(C2=C(N(CN(S2(=O)=O)[C@@H](C(C)C2=C(C(=CC=C2F)C)C)C2=NNC(O2)=O)C)C1)C(C)O